CO[C@H]1[C@@](O[C@@H]([C@H]1O)CO)(N1C=NC=2C(=O)NC(N)=NC12)C1[C@H](O)[C@@H](O)[C@H](O1)CO O-methyl-xylofuranosylguanosine